FC1=C(C=C(C=C1)F)CC1(CCN(CC1)C(=O)OC(C)(C)C)O tert-butyl 4-[(2,5-difluorophenyl) methyl]-4-hydroxypiperidine-1-carboxylate